(Z)-2-(1-(4-ethylbenzylidene)-5-fluoro-2-(4-(4-fluorophenoxy)benzyl)-1H-inden-3-yl)acetic acid C(C)C1=CC=C(\C=C/2\C(=C(C3=CC(=CC=C23)F)CC(=O)O)CC2=CC=C(C=C2)OC2=CC=C(C=C2)F)C=C1